NC=1C=2N(C=C(C1C1=CC=CN3C(=CC(=C13)\C=C\OCC)C(=O)C1=CC(=C(C(=C1)F)F)F)C(F)(F)F)C(=CN2)C (E)-(8-(8-amino-3-methyl-6-(trifluoromethyl)imidazo[1,2-a]pyridin-7-yl)-1-(2-ethoxyvinyl)indolizin-3-yl)(3,4,5-trifluorophenyl)methanone